C(C)OS[SiH3] Ethoxymercaptosilan